C(C)(=O)OCC1CN2[C@@H]([C@@H]([C@@H]2CN(CC1)C(NC1=CC=C(C=C1)OC)=O)C1=CC=C(C=C1)Br)CN1C(C2=CC=CC=C2C1=O)=O [(8R,9S,10S)-9-(4-bromophenyl)-10-[(1,3-dioxoisoindolin-2-yl)methyl]-6-[(4-methoxyphenyl)carbamoyl]-1,6-diazabicyclo[6.2.0]decan-3-yl]methyl acetate